N-[4-(2-chloro-5-fluorophenoxy)-3-(1,3-dioxoisoindol-2-yl)-7-(hydroxymethyl)-1-(oxan-2-yl)indazol-5-yl]-3-fluoro-5-(trifluoromethyl)benzamide ClC1=C(OC2=C3C(=NN(C3=C(C=C2NC(C2=CC(=CC(=C2)C(F)(F)F)F)=O)CO)C2OCCCC2)N2C(C3=CC=CC=C3C2=O)=O)C=C(C=C1)F